The molecule is an organic heteropentacyclic compound that is ibogamine in which the indole hydrogen para to the indole nitrogen has been replaced by a methoxy group. It has a role as a plant metabolite, an inhibitor, a hallucinogen and a oneirogen. It is a monoterpenoid indole alkaloid, an organic heteropentacyclic compound and an aromatic ether. It derives from an ibogamine. It is a conjugate base of an ibogaine(1+). CC[C@H]1C[C@@H]2C[C@@H]3[C@H]1N(C2)CCC4=C3NC5=C4C=C(C=C5)OC